5-methyl-N-(4-methyl-pyridin-2-yl)-4-(pyridin-2-yl)thiazol-2-amine CC1=C(N=C(S1)NC1=NC=CC(=C1)C)C1=NC=CC=C1